FC1=C(C2=C(CCO2)C=C1C=O)F 6,7-Difluoro-2,3-dihydrobenzofuran-5-carbaldehyde